C1=CC(=CC=C1N=C=S)O[C@@H]2[C@H]([C@H]([C@@H]([C@H](O2)CO)O)O)O α-d-Mannopyranosylphenyl isothiocyanate